1-(2-Hydroxyphenyl)-3-(4-nitro-3-phenylmethoxyphenyl)prop-2-en-1-one OC1=C(C=CC=C1)C(C=CC1=CC(=C(C=C1)[N+](=O)[O-])OCC1=CC=CC=C1)=O